2'-Hydroxy-3-acetylaminochalcone OC1=C(C(/C=C/C2=CC(=CC=C2)NC(C)=O)=O)C=CC=C1